7-(3-{1-[(2,2-dimethylcyclopropyl)methyl]-1H-pyrazol-4-yl}-6-methylpyridin-2-yl)-3-methoxycinnoline CC1(C(C1)CN1N=CC(=C1)C=1C(=NC(=CC1)C)C1=CC=C2C=C(N=NC2=C1)OC)C